3-phenyl-propynic anhydride C1(=CC=CC=C1)C#CC(=O)OC(C#CC1=CC=CC=C1)=O